BrCC=1C=CC(=NC1F)C1C(NC(CC1)=O)=O 3-(5-(bromomethyl)-6-fluoropyridin-2-yl)piperidine-2,6-dione